CC(CNCC=C)C N-2-methylpropylallylamine